(5-bromo-6-methylpyridin-2-yl)-3-methylisoxazole-4-carboxylic acid BrC=1C=CC(=NC1C)C1=C(C(=NO1)C)C(=O)O